4-(2,3-dichloro-6-((2-(trimethylsilyl)ethoxy)methoxy)phenyl)-1-(((S)-2,2-dimethyl-1,3-dioxolan-4-yl)methyl)pyrrolidine-2-thione ClC1=C(C(=CC=C1Cl)OCOCC[Si](C)(C)C)C1CC(N(C1)C[C@@H]1OC(OC1)(C)C)=S